FC=1C=C(C=C(C1N1S(NC(C1)=O)(=O)=O)O)NC(=O)NC1CCC(CC1)CO 1-[3-fluoro-5-hydroxy-4-(1,1,4-trioxo-1,2,5-thiadiazolidin-2-yl)phenyl]-3-[4-(hydroxymethyl)-cyclohexyl]urea